FC=1C=C(C=C(C1)F)C1=NOC(C1)(C(F)(F)F)C(=O)N[C@@H]1C[C@H](CC1)C(=O)OC methyl (1S,3S)-3-({[3-(3,5-difluorophenyl)-5-(trifluoromethyl)-4,5-dihydro-1,2-oxazol-5-yl]carbonyl} amino)cyclopentanecarboxylate